(pyrrolidin-1-yl)methaneOn N1(CCCC1)C=O